N,N-di(hexadecyl)hydroxylamine tert-butyl-(2R)-4-{8-amino-1-iodoimidazo[1,5-a]pyrazin-3-yl}-2-(methoxymethyl)pyrrolidine-1-carboxylate C(C)(C)(C)OC(=O)N1[C@H](CC(C1)C1=NC(=C2N1C=CN=C2N)I)COC.C(CCCCCCCCCCCCCCC)N(O)CCCCCCCCCCCCCCCC